C1(CC1)C(=O)N1CCC2=CC=CC=C12 cyclopropyl-(indolin-1-yl)methanone